BrC1=C(C=NC2=CC=CN=C12)N 4-bromo-1,5-diaza-3-naphthylamine